((2R,4R)-4-methyl-5-oxo Pyrrolidin-2-yl)methyl 4-methylbenzenesulfonate CC1=CC=C(C=C1)S(=O)(=O)OC[C@@H]1NC([C@@H](C1)C)=O